TERT-BUTYL 3-CHLORO-2-FORMYLPHENYLCARBAMATE ClC=1C(=C(C=CC1)NC(OC(C)(C)C)=O)C=O